The molecule is a leukotriene that is (5S,7E,9E,12R,14Z)-5,12-dihydroxyicosa-7,9,14-trienoic acid to which a glutathionyl group is attached at position 6 via a sulfide linkage. It is a glutathione derivative, a leukotriene, an organic sulfide, a tricarboxylic acid and a secondary alcohol. It derives from a leukotriene C4. It is a conjugate acid of an 11,12-dihydro-(12R)-hydroxyleukotriene C4(2-). CCCCC/C=C\\C[C@H](C/C=C/C=C/[C@H]([C@H](CCCC(=O)O)O)SC[C@@H](C(=O)NCC(=O)O)NC(=O)CC[C@@H](C(=O)O)N)O